(R)-(6,7-dichloro-1-methyl-1,3,4,5-tetrahydro-2H-pyrido[4,3-b]indol-2-yl)(5-(4-(oxetan-3-yl)piperazin-1-yl)pyrimidin-2-yl)methanone ClC1=C(C=CC=2C3=C(NC12)CCN([C@@H]3C)C(=O)C3=NC=C(C=N3)N3CCN(CC3)C3COC3)Cl